C(C)(C)(C)OC(=O)[N-]S(=O)(=O)N1C=CC(C=C1)=[N+](C)C N-(tert-butoxycarbonyl)-N-[4-(dimethylazaniumylidene)-1,4-dihydropyridin-1-ylsulfonyl]azanide